O1CCN(CC1)C=1SC=2C(=NC=C(C2)NC(C2=NC(=CC=C2)C=2C=NNC2)=O)N1 N-(2-morpholinothiazolo[4,5-b]pyridin-6-yl)-6-(1H-pyrazol-4-yl)picolinamide